1-hexylimidazole cobalt trichloride [Co](Cl)(Cl)Cl.C(CCCCC)N1C=NC=C1